5-Bromo-N4-(2,3-dihydrobenzofuran-7-yl)-N2-(2-methoxy-5-(1-methyl-1H-pyrazol-4-yl)-4-(4-(4-Methylpiperazin-1-yl)piperidin-1-yl)phenyl)pyrimidine-2,4-diamine BrC=1C(=NC(=NC1)NC1=C(C=C(C(=C1)C=1C=NN(C1)C)N1CCC(CC1)N1CCN(CC1)C)OC)NC1=CC=CC=2CCOC21